C(C(=C)C)(=O)OCCCOC1=CC=C(C=C1)C(C)(C)C1=CC=C(C=C1)OCCCOC(C(=C)C)=O bis[4-(3-methacryloyloxypropoxy)phenyl]propane